C(C)(C)(C)C=1C=C(C(=C(C1)C(C)(C)C)O)C 4,6-di-tert-butyl-2-cresol